ClC1=NC(=NC(=C1)C1=CC=C(C=C1)Cl)N 4-Chloro-6-(4-chlorophenyl)pyrimidin-2-amine